N-(1-(piperidin-4-yl)-1H-pyrazol-4-yl)-3-(thieno[2,3-c]pyridin-2-yl)-1H-pyrrolo[2,3-b]pyridine-5-carboxamide N1CCC(CC1)N1N=CC(=C1)NC(=O)C=1C=C2C(=NC1)NC=C2C2=CC=1C(=CN=CC1)S2